C(CCC)[N+]1=CC(=CC=C1)C 1-Butyl-3-methylpyridinium